3-Chlorobenzyl ((2S)-1-(((2S)-5-((3-chlorophenethyl)(methyl)amino)-1-(diethoxyphosphoryl)-1-hydroxy-5-oxopentan-2-yl)amino)-3-cyclohexyl-1-oxopropan-2-yl)carbamate ClC=1C=C(CCN(C(CC[C@@H](C(O)P(=O)(OCC)OCC)NC([C@H](CC2CCCCC2)NC(OCC2=CC(=CC=C2)Cl)=O)=O)=O)C)C=CC1